2-Fluoro-6-[1-[2-(5-fluoroisoindolin-2-yl)-6-methyl-4-oxo-chromen-8-yl]ethylamino]benzoic acid FC1=C(C(=O)O)C(=CC=C1)NC(C)C=1C=C(C=C2C(C=C(OC12)N1CC2=CC=C(C=C2C1)F)=O)C